COC=1C=CC(=NC1[N+](=O)[O-])COC[C@@H](C)NC(OC(C)(C)C)=O tert-butyl (R)-(1-((5-methoxy-6-nitropyridin-2-yl)methoxy)propan-2-yl)carbamate